COC(=O)C=1C=CC2=C(N=C(S2)N2CC(C2)CO)C1 [3-(hydroxymethyl)azetidin-1-yl]-1,3-benzothiazole-5-carboxylic acid methyl ester